ONC(C(CCN1CCC(=CC1)C1=CC=C(C=C1)C#CCOCCCO)(S(=O)(=O)C)C)=O N-hydroxy-4-(4-(4-(3-(3-hydroxypropoxy)prop-1-yn-1-yl)phenyl)-3,6-dihydropyridin-1(2H)-yl)-2-methyl-2-(methylsulfonyl)butanamide